C(=O)C1=CC=CS1 5-formylthiophene